trans-4-((5-(imidazo[1,2-a]pyridin-6-yl)-7H-pyrrolo[2,3-d]pyrimidin-2-yl)amino)-1-methylcyclohexan-1-ol N=1C=CN2C1C=CC(=C2)C2=CNC=1N=C(N=CC12)NC1CCC(CC1)(O)C